3-hydroxy-3-methylazepan-1-carboxylic acid benzyl ester C(C1=CC=CC=C1)OC(=O)N1CC(CCCC1)(C)O